C(C)(C)C=1C=C2CC(CC2=CC1)N 5-(isopropyl)-2-aminoindan